dibromosulfate S(=O)(=O)(Br)Br